tert-butyl 3-(2,4-dimethyl-3-nitro-anilino)azetidine-1-carboxylate CC1=C(NC2CN(C2)C(=O)OC(C)(C)C)C=CC(=C1[N+](=O)[O-])C